[C@H]12COC[C@@H]2C1NC(=O)C=1C=C(C2=C(C(CO2)C2=C3C=CN(C3=CC=C2)C)C1)C(=O)NC rac-N5-((1R,5S)-3-oxabicyclo[3.1.0]hexan-6-yl)-N7-methyl-3-(1-methyl-1H-indol-4-yl)-2,3-dihydrobenzofuran-5,7-dicarboxamide